tert-Butyl 7-(8-((tert-butoxycarbonyl)amino)-7-fluoro-3-((((1S,2S)-2-hydroxycyclobutoxy)carbonyl)amino)isoquinolin-6-yl)-8-methyl-2,3-dihydro-1H-pyrido[2,3-b][1,4]oxazine-1-carboxylate C(C)(C)(C)OC(=O)NC=1C(=C(C=C2C=C(N=CC12)NC(=O)O[C@@H]1[C@H](CC1)O)C1=C(C2=C(OCCN2C(=O)OC(C)(C)C)N=C1)C)F